N-ethyl-N-(2,2,2-trifluoro-1-(4-fluorophenyl)ethyl)imidazo[1,2-a]pyrazine-6-sulfonamide C(C)N(S(=O)(=O)C=1N=CC=2N(C1)C=CN2)C(C(F)(F)F)C2=CC=C(C=C2)F